N1=C2N(CC=C1)C=CC=C2 4H-pyrido[1,2-a]pyrimidin